6-chloro-5-(2-fluoro-5-methoxy-phenyl)-7-methyl-1-([3H3]methyl)-3H-1,4-benzodiazepine-2-One ClC1=C(C=CC2=C1C(=NCC(N2C([3H])([3H])[3H])=O)C2=C(C=CC(=C2)OC)F)C